5-fluoro-4-(3-(piperidin-1-yl)phenyl)pyrimidin FC=1C(=NC=NC1)C1=CC(=CC=C1)N1CCCCC1